FC(C[C@@](C(=O)NC=1C(=NC2=C(C=CC=C2C1)F)C)(C)CC1=CC(=CC=C1)F)(F)F (2R)-4,4,4-trifluoro-N-(8-fluoro-2-methyl-3-quinolyl)-2-[(3-fluorophenyl)methyl]-2-methyl-butanamide